O[C@@H](C[N+](C)(C)C)CC([O-])=O |r| racemic-carnitine